CC=1C=C(C=CC1)C1=NOC(=N1)CN1C(N(CC1=O)C1=CC=CC=C1)=O 3-{[3-(3-methylphenyl)-1,2,4-oxadiazol-5-yl]methyl}-1-phenyl-imidazolidine-2,4-dione